CS(=O)(=O)CCC(=O)N1C(C2=CC(=CC=C2CC1)OC1=CC=C(C=C1)C(F)(F)F)C1CN(CC1)C(=O)OC(C)(C)C tert-butyl 3-(2-(3-(methylsulfonyl)propanoyl)-7-(4-(trifluoromethyl)phenoxy)-1,2,3,4-tetrahydroisoquinolin-1-yl)pyrrolidine-1-carboxylate